N-methoxymethylamine-hydrochloride Cl.CONC